6-(4-chloro-2,6-dimethyl-phenyl)pyridine-2,3-diamine ClC1=CC(=C(C(=C1)C)C1=CC=C(C(=N1)N)N)C